methyl (S)-4-(4-(tert-butoxycarbonyl)-5-methyl-1,4-diazepan-1-yl)-6-methoxy-2-oxo-7-(trifluoromethyl)-1,2-dihydroquinoline-3-carboxylate C(C)(C)(C)OC(=O)N1CCN(CC[C@@H]1C)C1=C(C(NC2=CC(=C(C=C12)OC)C(F)(F)F)=O)C(=O)OC